C(C1=CC=CC=C1)N1CCC(C2=CC=CC=C12)C=1C=C2CN(C(C2=CC1)=O)C1C(N(C(CC1)=O)CC1=CC=C(C=C1)OC)=O 3-(5-(1-benzyl-1,2,3,4-tetrahydroquinolin-4-yl)-1-oxoisoindolin-2-yl)-1-(4-methoxybenzyl)piperidine-2,6-dione